CC1=C(C(=CC=C1)CC)N1C(C=CC1=O)=O N-(2-methyl-6-ethylphenyl)maleimide